BrC=1C=C(C(=NC1)NS(=O)(=O)C1=CNC(=C1)C1=CC=CC=C1)F N-(5-bromo-3-fluoro-2-pyridinyl)-5-phenyl-1H-pyrrole-3-sulfonamide